3-butyl-2,5-furandione C(CCC)C=1C(OC(C1)=O)=O